OC[C@H]1[C@@H]2CC[C@H](CN1)N2C(=O)OC(C)(C)C Tert-butyl (1S,2R,5R)-2-(hydroxymethyl)-3,8-diazabicyclo[3.2.1]octane-8-carboxylate